(5-bromo-2-isopropyl-thiazol-4-yl)methanol BrC1=C(N=C(S1)C(C)C)CO